ClC=1C(=C(C=CC1F)[C@H](NC(=O)N1[C@@H](C(NCC1)=O)C)[C@@H]1C[C@H](CC1)C(F)(F)F)F |o1:8| (2R)-N-((R or S)-(3-chloro-2,4-difluorophenyl)(trans-3-(trifluoromethyl)cyclopentyl)-methyl)-2-methyl-3-oxopiperazine-1-carboxamide